3-(Difluoromethyl)-N-(7-fluoro-2,3-dihydro-1,1,3-trimethyl-1H-inden-4-yl)-1-methyl-1H-pyrazole-4-carboxamide FC(C1=NN(C=C1C(=O)NC1=C2C(CC(C2=C(C=C1)F)(C)C)C)C)F